C(C1=CC=CC=C1)OC(C[C@@H](C(=O)N[C@@H](C)CC(=O)NCC1=CC=CC2=CC=CC=C12)NC(=O)OC(C)(C)C)=O benzyl-(S)-3-((tert-Butoxycarbonyl) amino)-4-(((S)-4-((naphthalen-1-ylmethyl) amino)-4-oxobutan-2-yl) amino)-4-oxobutanoate